tert-butyl 4-(7-{8-cyano-2-methylimidazo[1,2-a]pyridin-6-yl}-5-(methylamino)-4-oxoquinazolin-3-yl)piperidine-1-carboxylate C(#N)C=1C=2N(C=C(C1)C1=CC(=C3C(N(C=NC3=C1)C1CCN(CC1)C(=O)OC(C)(C)C)=O)NC)C=C(N2)C